FC1=C(C=CC(=C1)F)C1=CC(=C(C=C1)OC)NC1=NC=NC2=CC(=C(C=C12)NC(C=C)=O)N1CC2(COC2)C1 N-(4-((2',4'-difluoro-4-methoxy-[1,1'-biphenyl]-3-yl)amino)-7-(2-oxa-6-azaspiro[3.3]heptan-6-yl)quinazolin-6-yl)acrylamide